2-Keto-D-gulonic acid C([C@H]([C@@H]([C@H](C(=O)C(=O)O)O)O)O)O